CON(C(C(F)(F)F)=O)[Si](C)(C)C N-methoxy-N-(trimethylsilyl)trifluoroacetamide